FC1=C(C#N)C=C(C=C1)C1=CC(=C2C(C(CCN12)F)O)C(F)(F)F 2-fluoro-5-(7-fluoro-8-hydroxy-1-(trifluoromethyl)-5,6,7,8-tetrahydroindolizin-3-yl)benzonitrile